C(#N)C1=C(OC=2C=C3C(N(C=NC3=CC2)CCCC2CCN(CC2)C(CN2CCC(CC2)C2=CC=C(C=C2)NC2C(NC(CC2)=O)=O)=O)=O)C(=CC=C1NS(N(C)CC)(=O)=O)F 6-[2-cyano-3-[[ethyl(methyl)sulfamoyl]amino]-6-fluoro-phenoxy]-3-[3-[1-[2-[4-[4-[(2,6-dioxo-3-piperidyl)amino]phenyl]-1-piperidyl]acetyl]-4-piperidyl]propyl]-4-oxo-quinazoline